(benzenesulfonyloxyimino)-2,4-dichlorophenylacetonitrile C1(=CC=CC=C1)S(=O)(=O)ON=C(C#N)C1=C(C=C(C=C1)Cl)Cl